FC1=C(C(=O)C(C(=O)OCC)=CNC2CC2)C=C(C(=C1F)F)F ethyl 2-(2,3,4,5-tetrafluorobenzoyl)-3-cyclopropylaminoacrylate